[C@@H]1([C@H](O)[C@@H](O)[C@H](O)[C@H](O1)CO)OC[C@@H]([C@@H]1C(=C(C(=O)O1)O)O)O 6-O-β-D-glucopyranosyl-L-ascorbic acid